C(C)C1(C(NC(C(C1C1=C(C(=CC=C1)F)C1CCC1)(C(=O)O)C)C)COC(C)=O)C(=O)O.ClCSC chloromethyl-methyl-sulfane 3-ethyl-5-methyl-2-(acetoxymethyl)-4-(2-cyclobutyl-3-fluorophenyl)-6-methyl-1,4-dihydropyridine-3,5-dicarboxylate